4-(4,4-dimethyl-1-piperidinyl)-6,7-dimethyl-2-((2S)-2-(1-methyl-1H-pyrazol-4-yl)-4-morpholinyl)pteridine CC1(CCN(CC1)C1=NC(=NC2=NC(=C(N=C12)C)C)N1C[C@@H](OCC1)C=1C=NN(C1)C)C